(6R,9aS)-3,3,6-trimethyl-6-(4-phenoxyphenyl)tetrahydro-3H-oxazolo[3,4-d][1,4]thiazepin-5(6H)-one CC1(OC[C@H]2N1C([C@](SCC2)(C2=CC=C(C=C2)OC2=CC=CC=C2)C)=O)C